(S)-1-(2-(3-(dimethylamino)pyrrolidin-1-yl)benzo[d]oxazol-6-yl)-4-oxo-6-(4-(pyrrolidin-1-yl)phenyl)-1,4-dihydropyridine-3-carboxylic acid CN([C@@H]1CN(CC1)C=1OC2=C(N1)C=CC(=C2)N2C=C(C(C=C2C2=CC=C(C=C2)N2CCCC2)=O)C(=O)O)C